6-(2,5-dimethyl-1,2,4-triazol-3-yl)-N-(6-methoxy-1-methylindazol-7-yl)pyridine-3-sulfonamide CN1N=C(N=C1C1=CC=C(C=N1)S(=O)(=O)NC=1C(=CC=C2C=NN(C12)C)OC)C